C1=CC=C2C=CC=C3N=C4C5=CC=CC=C5CN4C1=C23 phthaloperine